ClC=1C(=C2C=CN(C2=CC1)C1=C(C=C(C=C1)NC(C=C)=O)C1=NC=CC=C1)F N-(4-(5-chloro-4-fluoro-1H-indol-1-yl)-3-(pyridin-2-yl)phenyl)acrylamide